C(=O)(O)/C=C/C(=O)NCCCC[C@@H]1NC([C@@H](NC1=O)CCCCNC(/C=C/C(=O)O)=O)=O (E)-4-[4-[(2S,5S)-5-[4-[[(E)-3-carboxyprop-2-enoyl]amino]butyl]-3,6-dioxopiperazin-2-yl]butylamino]-4-oxobut-2-enoic acid